(4-(4-((1H-pyrazol-3-yl)amino)-4-oxobutyl)-1-phenyl-1H-imidazol-2-yl)-3-(1-methyl-1H-pyrazol-4-yl)benzamide N1N=C(C=C1)NC(CCCC=1N=C(N(C1)C1=CC=CC=C1)C1=C(C(=O)N)C=CC=C1C=1C=NN(C1)C)=O